Cl.N[C@@H](COC1=CC=C(C=C1)C(=O)N1C[C@H](CC1)C1=CC=C(C=C1)F)CN1N=NC=C1 (4-((R)-2-amino-3-(1H-1,2,3-triazol-1-yl)propoxy)phenyl)((R)-3-(4-fluorophenyl)pyrrolidin-1-yl)methanone, Hydrochloride